2-(4-ethylpiperazin-1-yl)-5-((4-fluorobenzyl)sulfonyl)-4,5,6,7-tetrahydrothiazolo[5,4-c]pyridine C(C)N1CCN(CC1)C=1SC=2CN(CCC2N1)S(=O)(=O)CC1=CC=C(C=C1)F